4,4-difluoro-1-((trimethylsilyl)ethynyl)cyclohexan-1-ol FC1(CCC(CC1)(O)C#C[Si](C)(C)C)F